butyl (((2S*,4S*)-5-chloro-4-(2-cyano-6-fluorophenyl)-2-phenyl-2,3-dihydrobenzofuran-2-yl)methyl)carbamate ClC=1C=CC2=C(C[C@](O2)(C2=CC=CC=C2)CNC(OCCCC)=O)C1C1=C(C=CC=C1F)C#N |o1:7|